CC1=C(C(=CC=C1)C)N=CC=NC1=C(C=CC=C1C)C N,N'-bis-(2,6-dimethyl-phenyl)-ethane-1,2-diimine